C(C)(C)(C)OC(CN(C(CBr)=O)CC1=CC=CC=C1)=O N-benzyl-N-(bromoacetyl)glycine tert-butyl ester